C1(CC1)C#CC=1C(=C(CC2N(CCC2NS(=O)(=O)CC)C(=O)OC(C)(C)C)C=CC1)F tert-butyl 2-(3-(cyclopropylethynyl)-2-fluorobenzyl)-3-(ethylsulfonamido)-pyrrolidine-1-carboxylate